(1R,2S)-1-(5-fluoro-2-methoxyphenyl)-2-(hydroxymethyl)cyclopropane-1-carboxamide FC=1C=CC(=C(C1)[C@@]1([C@H](C1)CO)C(=O)N)OC